titanium-niobium [Nb].[Ti]